(R)-2-(2-((4-fluoro-1H-indol-3-yl)methyl)pyrrolidin-1-yl)-1-phenyl-2λ2-ethan-1-one FC1=C2C(=CNC2=CC=C1)C[C@@H]1N(CCC1)[C]C(=O)C1=CC=CC=C1